BrC=1C=NN(C1)C1(CCN(CC1)C(=O)OCC1=CC=CC=C1)CO benzyl 4-(4-bromopyrazol-1-yl)-4-(hydroxymethyl)piperidine-1-carboxylate